P(=O)([O-])([O-])[O-].[Al+3].[B+3].P(=O)([O-])([O-])[O-] boron aluminum phosphate salt